butyl (S)-3-(2-(acetylthio)acetamido)-azepane-1-carboxylate C(C)(=O)SCC(=O)N[C@@H]1CN(CCCC1)C(=O)OCCCC